CCC(O)(O)O.C(C)(OC)(O)O methyl orthoacetate (methyl orthoacetate)